2-[5-chloro-4-(2,2-difluoro-1,1-dimethyl-ethyl)-2-methyl-phenyl]-4-oxo-1H-1,6-naphthyridine-5-carboxamide ClC=1C(=CC(=C(C1)C=1NC=2C=CN=C(C2C(C1)=O)C(=O)N)C)C(C(F)F)(C)C